chloro-2-((5-fluoropyridin-3-yl)methyl)pyridazin-3(2H)-one ClC=1C(N(N=CC1)CC=1C=NC=C(C1)F)=O